1-((2-chloropyridin-5-yl)methyl)-3-methyl-8-nitro-2,3-dihydro-imidazo[1,2-a]pyridin-5(1H)-one ClC1=NC=C(C=C1)CN1CC(N2C1=C(C=CC2=O)[N+](=O)[O-])C